6-[2-(2,2-difluoroethoxy)phenyl]-2-[(oxetan-3-yl)methyl]-5-oxo-N-[4-(1,1,3,3-tetrafluoro-2-hydroxypropan-2-yl)phenyl]-2,5-dihydropyridazine-4-carboxamide FC(COC1=C(C=CC=C1)C=1C(C(=CN(N1)CC1COC1)C(=O)NC1=CC=C(C=C1)C(C(F)F)(C(F)F)O)=O)F